ClC1=CC=C2C(=N1)N=C(S2)S 5-Chlorothiazolo[4,5-b]pyridine-2-thiol